C(C)(C)(C)C1=CC=CC2=C1C(=NO2)C=C(C2=CC=CC=C2)C2=CC=CC=C2 tert-butyl-3-(2,2-diphenylvinyl)benzo[d]isoxazole